7,7,9,9-tetra-methyl-2-cycloundecyl-1-oxa-3,8-diaza-4-oxospiro-[4.5]decane CC1(CC2(C(NC(O2)C2CCCCCCCCCC2)=O)CC(N1)(C)C)C